FC1C(C1)C(=O)O 2-fluorocyclopropane-1-carboxylic acid